C[Si](CCCC[Si](C)(C)C)(C)C 1,4-bis(trimethylsilyl)butane